N1=C(C=CC=C1)S(=O)(=O)NC=1C=CC2=C(N=C(S2)NC(=O)C2CCN(CC2)CCC(=O)O)C1 3-(4-((5-(pyridine-2-sulfonamido)benzo[d]thiazol-2-yl)carbamoyl)piperidin-1-yl)propanoic acid